N-[[1-[4-(trifluoromethyl)phenyl]pyrazolo[3,4-c]pyridin-3-yl]methyl]prop-2-enamide FC(C1=CC=C(C=C1)N1N=C(C=2C1=CN=CC2)CNC(C=C)=O)(F)F